ClC1=NN(C=C1N(C(OC(C)(C)C)=O)C)C=1C=NC=CC1 tert-butyl (3-chloro-1-(pyridin-3-yl)-1H-pyrazol-4-yl)(methyl)carbamate